1,2,3,4-tetrahydroquinoline-6-carboxamide ditrifluoroacetate FC(C(=O)O)(F)F.FC(C(=O)O)(F)F.N1CCCC2=CC(=CC=C12)C(=O)N